C1(CC1)CNC1COC2=C1C=CC(=C2)C(F)(F)F N-(cyclopropylmethyl)-6-(trifluoromethyl)-2,3-dihydrobenzofuran-3-amine